2-(2-bromothiazol-5-yl)-morpholino-methanone BrC=1SC(=CN1)C1OCCN(C1)C=O